3-(methanesulfonyloxymethyl)azetidine-1-carboxylic acid tert-butyl ester C(C)(C)(C)OC(=O)N1CC(C1)COS(=O)(=O)C